(R)-6-(cyclopropanecarboxamido)-N-(methyl-d3)-4-((6-(3-methylpyrrolidin-1-yl)-[1,2,4]Triazolo[1,5-a]pyridin-2-yl)amino)pyridazine-3-carboxamide C1(CC1)C(=O)NC1=CC(=C(N=N1)C(=O)NC([2H])([2H])[2H])NC1=NN2C(C=CC(=C2)N2C[C@@H](CC2)C)=N1